1-methyl-2,4-dioxo-6-(trifluoromethyl)-1,2,3,4-tetrahydropyrimidine CN1C(NC(C=C1C(F)(F)F)=O)=O